2,3,7,8,12,13,17,18-octaethyl-21H,23H-porphine platinum (II) [Pt+2].C(C)C1=C2NC(=C1CC)C=C1C(=C(C(=N1)C=C1C(=C(C(N1)=CC=1C(=C(C(N1)=C2)CC)CC)CC)CC)CC)CC